CC1(OB(OC1(C)C)C=1C=CC2=C(N=C(O2)CNCC2CCC(N2)=O)C1)C 5-((((5-(4,4,5,5-tetramethyl-1,3,2-dioxaborolan-2-yl)benzo[d]Oxazol-2-yl)methyl)Amino)methyl)pyrrolidin-2-one